S-benzyl ((S)-3-amino-5-methyl-2-oxohexyl)(((S)-2-oxopyrrolidin-3-yl)methyl)carbamothioate trifluoroacetic acid salt FC(C(=O)O)(F)F.N[C@H](C(CN(C(SCC1=CC=CC=C1)=O)C[C@H]1C(NCC1)=O)=O)CC(C)C